FC(C1=CNC=2N=C(N=CC21)CC2CC1(CN(C1)C(=O)OC(C)(C)C)C2)(F)F tert-butyl 6-[[5-(trifluoromethyl)-7H-pyrrolo[2,3-d]pyrimidin-2-yl]methyl]-2-azaspiro[3.3]heptane-2-carboxylate